2-(2-benzothiazolylamino)benzimidazole S1C(=NC2=C1C=CC=C2)NC=2NC1=C(N2)C=CC=C1